N-(4-(2-(hydroxymethyl)-4-oxoquinazolin-3(4H)-yl)phenyl)-2-(3,4,5-trimethoxyphenyl)acetamide OCC1=NC2=CC=CC=C2C(N1C1=CC=C(C=C1)NC(CC1=CC(=C(C(=C1)OC)OC)OC)=O)=O